1-cyclohexyl-2-morpholinohexylcarbodiimide C1(CCCCC1)C(C(CCCC)N1CCOCC1)N=C=N